5-(4-(difluoromethyl)-6-(((1R)-1-(trifluoromethyl)propyl)amino)-3-pyridinyl)-N-((1R)-2-Hydroxy-1-methylethyl)-4-((2S)-2-methylpyrrolidine-1-carbonyl)thiazole-2-carboxamide FC(C1=C(C=NC(=C1)N[C@H](CC)C(F)(F)F)C1=C(N=C(S1)C(=O)N[C@@H](CO)C)C(=O)N1[C@H](CCC1)C)F